6-acetyl-8-cyclopentyl-2-[[(6S)-6-(hydroxymethyl)-5,6,7,8-tetrahydroquinolin-2-yl]amino]-5-methyl-pyrido[2,3-d]pyrimidin-7-one C(C)(=O)C1=C(C2=C(N=C(N=C2)NC2=NC=3CC[C@@H](CC3C=C2)CO)N(C1=O)C1CCCC1)C